tert-butyl (2R)-2-(((tert-butyldiphenylsilyl) oxy) methyl)-5-hydroxypiperidine-1-carboxylate [Si](C1=CC=CC=C1)(C1=CC=CC=C1)(C(C)(C)C)OC[C@@H]1N(CC(CC1)O)C(=O)OC(C)(C)C